FC(C(C(=O)O)C(F)(F)F)(F)F 3,3,3-trifluoro-2-(trifluoromethyl)propionic acid